FC=1C=C(C(=NC1)C1(CCOCC1)F)N1CCN(CC1)C(=O)OC(C)(C)C tert-butyl 4-(5-fluoro-2-(4-fluorotetrahydro-2H-pyran-4-yl)pyridin-3-yl)piperazine-1-carboxylate